5-([1,1'-biphenyl]-3-yl)-8-([1,1'-biphenyl]-4-yl)-5,8-dihydroindolo[2,3-c]carbazole C1(=CC(=CC=C1)N1C2=CC=CC=C2C2=C1C=CC=1N(C=3C=CC=CC3C21)C2=CC=C(C=C2)C2=CC=CC=C2)C2=CC=CC=C2